ClC1=C(OCC(=O)NC2=C3C=NN(C3=CC=C2)C)C=CC(=C1Cl)C(C(CC)=C)=O 2-(2,3-dichloro-4-(2-methylenebutanoyl)phenoxy)-N-(1-methyl-1H-indazol-4-yl)acetamide